C12(CC(C1)C2)N2C[C@H](N(S(C1=C2C=C(C(=C1)O\C=C(\C(=O)O)/F)N1CCOCC1)(=O)=O)C)CCCC (R,Z)-3-((5-(bicyclo[1.1.1]pentan-1-yl)-3-butyl-2-methyl-7-morpholino-1,1-dioxido-2,3,4,5-tetrahydrobenzo[f][1,2,5]thiadiazepin-8-yl)oxy)-2-fluoroacrylic acid